di-(styryl)methanol C(=CC1=CC=CC=C1)C(O)C=CC1=CC=CC=C1